C1=CCCC1 cyclopent-1-ene